tert-butyl 2-methoxy-5-((1-(methoxycarbonyl)cyclopropoxy)methyl)nicotinate COC1=C(C(=O)OC(C)(C)C)C=C(C=N1)COC1(CC1)C(=O)OC